(1R,2S)-2-(3-{[(3R)-3-hydroxy-2,3-dihydro-1-benzofuran-7-yl]amino}-1H-indazol-6-yl)-5'-methoxyspiro[cyclopropane-1,3'-indol] O[C@H]1COC2=C1C=CC=C2NC2=NNC1=CC(=CC=C21)[C@@H]2C[C@@]21C=NC2=CC=C(C=C12)OC